3-vinyl-7-oxa-bicyclo[4.1.0]heptane C(=C)C1CC2OC2CC1